5-chloro-N-((1r,4r)-4-((3-(2-cyanopyridin-3-yl)-2-oxo-2,3-dihydro-1H-benzo[d]imidazol-1-yl)methyl)cyclohexyl)-2-(trifluoromethyl)nicotinamide ClC=1C=NC(=C(C(=O)NC2CCC(CC2)CN2C(N(C3=C2C=CC=C3)C=3C(=NC=CC3)C#N)=O)C1)C(F)(F)F